1,1'-dicarboxymethyl-4,4'-bipyridine bromide [Br-].C(=O)(O)CN1C=CC(C=C1)=C1C=CN(C=C1)CC(=O)O